2-(4-methoxyphenyl)-N-(3-(4-(4-methyl-1H-indazol-5-yl)phenyl)propyl)acetamide COC1=CC=C(C=C1)CC(=O)NCCCC1=CC=C(C=C1)C=1C(=C2C=NNC2=CC1)C